C(C)(C)(C)OC(C(CC=C(C)C)N=C(C1=CC=CC=C1)C1=CC=CC=C1)=O ([diphenylmethylene]amino)-5-methylhex-4-enoic acid tert-butyl ester